OC(O)O trishydroxylmethane